4-vinylphenyl pentafluorobenzoate FC1=C(C(=C(C(=C1C(=O)OC1=CC=C(C=C1)C=C)F)F)F)F